6-[4-[Acetyl-(isopropyl)amino]-3-chloro-phenyl]pyridine-3-carboxylic acid methyl ester COC(=O)C=1C=NC(=CC1)C1=CC(=C(C=C1)N(C(C)C)C(C)=O)Cl